C(C)(C)(C)C=1C=CC(=C(C1)C1=CC=CC=C1)NC1=CC=2C(C3=CC=CC=C3C2C=C1)(C)C N-(5-(tert-butyl)-[1,1'-biphenyl]-2-yl)-9,9-dimethyl-9H-fluoren-2-amine